NC1=NC=CC=C1[C@@H](C)N1CCOC=2C=3C1=NC(=NC3C(=C(C2Cl)C2=NC=C(C3=C2C(=C(S3)NC(OC(C)(C)C)=O)C#N)F)F)Cl tert-butyl (4-(4-((R)-1-(2-aminopyridin-3-yl)ethyl)-2,8-dichloro-10-fluoro-5,6-dihydro-4H-[1,4]oxazepino[5,6,7-de]quinazolin-9-yl)-3-cyano-7-fluorothieno[3,2-c]pyridin-2-yl)carbamate